C1(CC1)OC1=NC=NC=C1 4-cyclopropoxy-pyrimidin